1,5-anhydro-2,3-dideoxy-3-(6-(4-((2-(dimethylamino)-2-oxoethyl)carbamoyl)benzyl)-7,8-dimethyl-4-oxoquinazolin-3(4H)-yl)-L-threo-pentitol CN(C(CNC(=O)C1=CC=C(CC=2C=C3C(N(C=NC3=C(C2C)C)[C@H]2CCOC[C@@H]2O)=O)C=C1)=O)C